CC(C=CC)C 4-methylpent-2-ene